tert-Butyl 2-(3-Acetyl-6-{[(pent-4-en-1-yl)carbamoyl]oxy}indazol-1-yl)acetate C(C)(=O)C1=NN(C2=CC(=CC=C12)OC(NCCCC=C)=O)CC(=O)OC(C)(C)C